2-Propenoic acid, 2-hydroxyethyl ester C(C=C)(=O)OCCO